1-(tert-butyl)-N-((5-(5-fluoro-7-(((3S,4R)-3-fluoro-1-methylpiperidin-4-yl)amino)-3-(2,2,2-trifluoroethyl)-2H-indazol-2-yl)-1,3,4-thiadiazol-2-yl)methyl)-1H-pyrrole-3-carboxamide C(C)(C)(C)N1C=C(C=C1)C(=O)NCC=1SC(=NN1)N1N=C2C(=CC(=CC2=C1CC(F)(F)F)F)N[C@H]1[C@H](CN(CC1)C)F